(4-(4-(difluoromethyl)phenyl)piperidin-1-yl)(4-(3-hydroxyoxetan-3-yl)phenyl)methanone FC(C1=CC=C(C=C1)C1CCN(CC1)C(=O)C1=CC=C(C=C1)C1(COC1)O)F